C1(CC1)C=1C=C(C=C2C(=NNC12)N1C(C2=CC=CC=C2C1=O)=O)C (7-cyclopropyl-5-methyl-1H-indazol-3-yl)isoindoline-1,3-dione